3-(3-chloro-2-tolyl)-3-{1-[methyl-d3]-2-oxo-3,4-dihydro-7-quinolylamino}-1-azetidinecarboxylate ClC=1C(=C(C=CC1)C)C1(CN(C1)C(=O)[O-])NC1=CC=C2CCC(N(C2=C1)C([2H])([2H])[2H])=O